4-{[3-(4-{[1-(2,3-dihydroxypropyl)piperidin-4-yl]amino}-1-(2,2,2-trifluoroethyl)-1H-indol-2-yl)prop-2-yn-1-yl]amino}-3-methoxy-N-(1,2-oxazol-3-yl)benzene-1-sulfonamide OC(CN1CCC(CC1)NC1=C2C=C(N(C2=CC=C1)CC(F)(F)F)C#CCNC1=C(C=C(C=C1)S(=O)(=O)NC1=NOC=C1)OC)CO